(S)-3-(4-(((R)-7-fluoro-4-(6-(((R)-tetrahydrofuran-3-yl)oxy)pyridin-3-yl)-2,3-dihydro-1H-inden-1-yl)oxy)phenyl)hex-4-ynoic Acid methyl ester COC(C[C@H](C#CC)C1=CC=C(C=C1)O[C@@H]1CCC2=C(C=CC(=C12)F)C=1C=NC(=CC1)O[C@H]1COCC1)=O